BrC=1C(=C2C(OC(C2=CC1)=O)O)OC 5-bromo-3-hydroxy-4-methoxyisobenzofuran-1(3H)-one